ClC1=CC=C(C=C1)C=1C(C(=C(N(C1C)C)C1=CC(=C(C=C1)Cl)Cl)C(=O)OCC)=O ethyl 5-(4-chlorophenyl)-2-(3,4-dichlorophenyl)-1,6-dimethyl-4-oxo-pyridine-3-carboxylate